(S)-5-chloro-2-fluoro-4-(1-(2-fluorophenyl)ethoxy)-N-(thiazol-2-yl)benzenesulfonamide Lead-Indium [In].[Pb].ClC=1C(=CC(=C(C1)S(=O)(=O)NC=1SC=CN1)F)O[C@@H](C)C1=C(C=CC=C1)F